tert-butyl (R)-3-ethynylmorpholine-4-carboxylate C(#C)[C@H]1N(CCOC1)C(=O)OC(C)(C)C